C(C)(C)(C)C=1C=C(C=C(C1O)C(C)(C)C)CCC(=O)NNC(CCC1=CC(=C(C(=C1)C(C)(C)C)O)C(C)(C)C)=O 3-(3,5-ditert-butyl-4-hydroxyphenyl)-N'-[3-(3,5-ditertbutyl-4-hydroxyphenyl)propanoyl]propanehydrazide